N[C@@H](CC(N)=O)C(=O)N asparaginyl-amine